(Z)-1-(2-methoxy-4-pyridyl)-3-methyl-sulfanyl-3-[3-(trifluoromethyl)anilino]prop-2-en-1-one COC1=NC=CC(=C1)C(/C(=C(/NC1=CC(=CC=C1)C(F)(F)F)\C)/S)=O